2-(4-Methylpiperazin-1-yl)-N-(4-((4-pentylphenyl)amino)benzyl)acetamide Tert-butyl-[cis-3-(bromomethyl)cyclohexyl]carbamate C(C)(C)(C)N(C(O)=O)[C@@H]1C[C@@H](CCC1)CBr.CN1CCN(CC1)CC(=O)NCC1=CC=C(C=C1)NC1=CC=C(C=C1)CCCCC